N1-(2,4-dimethoxybenzyl)-N5-((2-(piperidin-4-ylmethoxy)pyridin-4-yl)methyl)isoquinoline-1,5-diamine COC1=C(CNC2=NC=CC=3C(=CC=CC23)NCC2=CC(=NC=C2)OCC2CCNCC2)C=CC(=C1)OC